N'-Methyl-N'-(naphthalen-2-yl)2-methyl-5-nitrobenzhydrazide CN(NC(C1=C(C=CC(=C1)[N+](=O)[O-])C)=O)C1=CC2=CC=CC=C2C=C1